N-(5-((4-chlorophenoxy)methyl)-1,3,4-thiadiazol-2-yl)-3-(2-methoxyphenyl)pyridine ClC1=CC=C(OCC2=NN=C(S2)N2CC(=CC=C2)C2=C(C=CC=C2)OC)C=C1